[Cl-].[Cl-].C(C)(C)(C)C(C(C)(C)C)=[Zr+2](C1=CC=CC=2C3=CC=CC=C3CC12)C1C=CC=C1 ditertbutylmethylene(cyclopentadienyl)(fluorenyl)zirconium dichloride